C(C)(S(=O)(=O)Cl)S(=O)(=O)Cl 1,1-ethanedisulphonyl dichloride